C(C)(C)OC(CC1=CC=CC=C1)C1=NC2=C3N=CC=CC3=C(C=C2C=C1)C(C)C 2-(1-isopropoxy-2-phenylethyl)-6-isopropyl-1,10-phenanthroline